C(CCCC)OC(=O)CC1C2C=CC(C1)C2=O 5-(n-pentyloxycarbonylmethyl)-7-oxo-bicyclo[2.2.1]Hept-2-ene